(2,6-di-tert-butyl-4-methylphenoxy)dimethylaluminum C(C)(C)(C)C1=C(O[Al](C)C)C(=CC(=C1)C)C(C)(C)C